NC1=CC=C(OC=2C=C(C=C(C2)C2=CC(=CC(=C2)Cl)Cl)CN2CCC(CC2)CNC(C)=O)C=C1 N-((1-((5-(4-aminophenoxy)-3',5'-dichloro-[1,1'-biphenyl]-3-yl)methyl)piperidin-4-yl)methyl)acetamide